FC(C(=O)O)(F)F.N1C(=CC=2C=NC=CC21)CNC(=O)[C@@H]2CCC=1N2C(C(=NC1C#N)NCC1=CC=CC=C1)=O (S)-N-((1H-pyrrolo[3,2-c]pyridin-2-yl)methyl)-3-(benzylamino)-1-cyano-4-oxo-4,6,7,8-tetrahydropyrrolo[1,2-a]pyrazine-6-carboxamide trifluoroacetate